CN1C(N(C=2C1=CC=1C(=NN=C(C1C2)N[C@H](C)C=2C=CC=C1C(=CN(C21)C)F)C)C)=O 1,3,8-trimethyl-5-[[(1R)-1-(3-fluoro-1-methyl-indol-7-yl)ethyl]amino]imidazo[4,5-g]phthalazin-2-one